5-[2-[3-(5-chloro-2-methoxypyridine-3-sulfonamido)-2,6-difluorophenyl]ethyl]-N-methyl-1H-pyrazole-3-carboxamide ClC=1C=C(C(=NC1)OC)S(=O)(=O)NC=1C(=C(C(=CC1)F)CCC1=CC(=NN1)C(=O)NC)F